Cl.FC=1C=C(CC2OC(C3=CC(=CC=C23)N2CCNCC2)=O)C=CC1C 3-(3-fluoro-4-methylbenzyl)-6-(piperazin-1-yl)isobenzofuran-1(3H)-one hydrochloride